N[C@H]1CN(CCC1)C=1C2=C(N=C(N1)OC[C@]13CCCN3C[C@@H](C1)F)C(=C(N=C2)C2=CC(=CC1=CC=CC=C21)O)F 4-(4-((R)-3-aminopiperidin-1-yl)-8-fluoro-2-(((2R,7as)-2-fluorohexahydro-1H-pyrrolizin-7a-yl)methoxy)pyrido[4,3-d]pyrimidin-7-yl)naphthalen-2-ol